The molecule is a deoxyguanosine phosphate having a monophosphate group located at the 3'-position. It is a purine 2'-deoxyribonucleoside 3'-monophosphate and a deoxyguanosine phosphate. C1[C@@H]([C@H](O[C@H]1N2C=NC3=C2N=C(NC3=O)N)CO)OP(=O)(O)O